(R)-7'-(3,5-difluorophenyl)dihydro-1'H,3'H,5'H-spiro[piperidine-4,2'-pyrazolo[1,2-a]pyrazol]-1'-one FC=1C=C(C=C(C1)F)[C@H]1CCN2N1C(C1(C2)CCNCC1)=O